OC1=C2C3=C(C(OC2=CC(=C1C(=O)O)CCCCC)(C)C)C=CC(=C3)C 1-hydroxy-6,6,9-trimethyl-3-pentylbenzo[c]chromen-2-carboxylic acid